3-amino-N-[2-bromo-4-(perfluoroisopropyl)-6-ethylsulfanylphenyl]-2-fluorobenzamide NC=1C(=C(C(=O)NC2=C(C=C(C=C2SCC)C(C(F)(F)F)(C(F)(F)F)F)Br)C=CC1)F